FC1(CN2C(OC1)=C(C=N2)S(=O)(N)=NC(NC2=C1CCCC1=CC=1CCCC21)=O)C 6-fluoro-N'-((1,2,3,5,6,7-hexahydro-s-indacen-4-yl)carbamoyl)-6-methyl-6,7-dihydro-5H-pyrazolo[5,1-b][1,3]oxazine-3-sulfonimidamide